C(C)(C)(C)OC(=O)NC1C(CCNC1)C (2S)-5-(tert-butoxycarbonylamino)-4-methylpiperidine